C(C)S(=O)(=O)C1=CC=C(C=C1)CC(=O)NC1=CC=C(C=C1)CCN1CCCC2=CC=C(C=C12)OC1COC1 2-(4-(ethylsulfonyl)phenyl)-N-(4-(2-(7-(oxetan-3-yloxy)-3,4-dihydroquinolin-1(2H)-yl)ethyl)phenyl)acetamide